1-Ethyl-1-(5-hydroxypentyl)piperidin-1-ium C(C)[N+]1(CCCCC1)CCCCCO